4-(2-aminopropoxy)-3,5-diiodobenzamide NC(COC1=C(C=C(C(=O)N)C=C1I)I)C